C1(CC1)N1N=CC(=C1)C=1C=C(C=CC1)N(C(=O)[C@@H]1CC[C@H](CC1)OC(=O)N1CC(C1)O)C[C@@H]1CC[C@H](CC1)C1=CC(=C(C=C1)OC)C.C(C)N1CCCCCC1 1-ethyl-azepane trans-4-((3-(1-Cyclopropyl-1H-pyrazol-4-yl)phenyl)((trans-4-(4-methoxy-3-methylphenyl)cyclohexyl)methyl)carbamoyl)-cyclohexyl-3-hydroxyazetidine-1-carboxylate